N-ethyl-p-menthan-3-carbamide C(C)NC(=O)C1CC(CCC1C(C)C)C